tert-Butyl ((5-(2-((6-(2,4-dichloro-7-tosyl-7H-pyrrolo[2,3-d]pyrimidin-5-yl)-2-hydroxyquinolin-3-yl)oxyl)ethoxy)pyridin-3-yl)methyl)carbamate ClC=1N=C(C2=C(N1)N(C=C2C=2C=C1C=C(C(=NC1=CC2)O)OCCOC=2C=C(C=NC2)CNC(OC(C)(C)C)=O)S(=O)(=O)C2=CC=C(C)C=C2)Cl